BrCC1=C2C=CN(C2=CC=C1)S(=O)(=O)C1=CC=C(C)C=C1 4-(bromomethyl)-1-tosyl-1H-indole